CC=1C=C(C=C(C1O)C)C(C)(C)C1=CC(=C(C(=C1)C)O)C 2,2-Bis-(3,5-di-methyl-4-hydroxyphenyl)-propan